[Au].[Sn].[Ge].[Te] Tellurium-germanium-tin-gold